ClC1=C(C(=CC=C1)C)NC(=O)C1=CN=C(S1)NC1=NC(=NC(=C1)N1CCNCC1)C N-(2-chloro-6-methylphenyl)-2-[[6-[1-piperazinyl]-2-methyl-4-pyrimidinyl]amino]-5-thiazolecarboxamide